(R)-(2-(2-methoxy-7-methylquinoxalin-5-yl)-7,8-dihydrobenzofuro[5,4-d]thiazol-7-yl)methanol tert-Butyl-3-[(3,4-dimethoxyphenyl)(hydroxy)(phenyl)methyl]azetidine-1-carboxylate C(C)(C)(C)C1N(CC1C(C1=CC=CC=C1)(O)C1=CC(=C(C=C1)OC)OC)C(=O)OC[C@@H]1OC2=C(C1)C1=C(N=C(S1)C1=C3N=CC(=NC3=CC(=C1)C)OC)C=C2